Valeric acid-13C [13C](CCCC)(=O)O